BrC1=CNC=C1C(=O)OC 3-bromo-4-(methoxycarbonyl)pyrrole